ClC1=C2C(C(NC2=CC=C1)=O)N1CC2=C(CC1)N=C(N2)C2=C(C=CC=C2)Cl 4-chloro-3-(2-(2-chlorophenyl)-3,4,6,7-tetrahydro-5H-imidazo[4,5-c]pyridin-5-yl)indolin-2-one